SC1=NC2=C(C(N1)=O)CCC2 2-mercapto-6,7-dihydro-3H-cyclopentapyrimidin-4(5H)-one